C(CCCCC[N+]#[C-])[N+]#[C-] hexamethylene Diisonitrile